NC=1C=C(C=NC1)C1=NOC(=N1)C=1C=C2C(CC(OC2=CC1)(CC)CC)=O 6-(3-(5-aminopyridin-3-yl)-1,2,4-oxadiazol-5-yl)-2,2-diethylchroman-4-one